COC1(CCCCC1)CO (1-methoxycyclohexyl)methanol